4-(5-methylpyrimidin-2-yl)piperazine-1-carboxylic acid tert-butyl ester C(C)(C)(C)OC(=O)N1CCN(CC1)C1=NC=C(C=N1)C